6-[(E)-[(2-isopropylphenyl)thiocarbamoylhydrazino]methyl]-1-methyl-N-[4-(trifluoromethoxy)phenyl]indazole-3-carboxamide C(C)(C)C1=C(C=CC=C1)NC(=S)NNCC1=CC=C2C(=NN(C2=C1)C)C(=O)NC1=CC=C(C=C1)OC(F)(F)F